6-(Cyclopropanecarboxamido)-4-((3-ethyl-4-methoxybenzo[d]isoxazol-5-yl)amino)-N-(methyl-d3)nicotinamide C1(CC1)C(=O)NC1=NC=C(C(=O)NC([2H])([2H])[2H])C(=C1)NC=1C=CC2=C(C(=NO2)CC)C1OC